tert-Butyl (5-bromo-7-(trifluoromethoxy)benzofuran-2-yl)methylcarbamate BrC=1C=C(C2=C(C=C(O2)CNC(OC(C)(C)C)=O)C1)OC(F)(F)F